4-amino-3-(hydroxymethyl)benzonitrile NC1=C(C=C(C#N)C=C1)CO